(S)-6-cyclopropyl-1-(2-isopropyl-4-methylpyridin-3-yl)-4-(2-methylpiperazin-1-yl)-7-(quinolin-8-yl)pyrido[2,3-d]pyrimidin-2(1H)-one C1(CC1)C1=CC2=C(N(C(N=C2N2[C@H](CNCC2)C)=O)C=2C(=NC=CC2C)C(C)C)N=C1C=1C=CC=C2C=CC=NC12